isocyanatodimethyl-methane N(=C=O)C(C)C